BrC=1C(=NN(C1C)C)CO (4-bromo-1,5-dimethyl-pyrazol-3-yl)methanol